N-((S)-1-(5-(((R)-5-Chloro-2,3-dihydro-1H-inden-2-yl)amino)pyridin-2-yl)-2,2,2-trifluoroethyl)-N-methyltetrahydro-2H-thiopyran-4-carboxamide 1,1-dioxide ClC=1C=C2C[C@@H](CC2=CC1)NC=1C=CC(=NC1)[C@@H](C(F)(F)F)N(C(=O)C1CCS(CC1)(=O)=O)C